C(C)(C)(C)OC(=O)N1CCC(CC1)C=1C=CC=2NC3=CC(=CC=C3C2C1)C=1C=NN(C1)C 4-(7-(1-methyl-1H-pyrazol-4-yl)-9H-carbazol-3-yl)piperidine-1-carboxylic acid tert-butyl ester